5-bromo-2-ethyl-N-methylpyrazolo[1,5-a]pyridin-3-amine BrC1=CC=2N(C=C1)N=C(C2NC)CC